8-[(1R)-1-Aminoethyl]-2-(3-fluorophenyl)-3,6-dimethyl-chromen-4-one N[C@H](C)C=1C=C(C=C2C(C(=C(OC12)C1=CC(=CC=C1)F)C)=O)C